tert-butyl ((1-(2-(1,1-dioxido-2,3-dihydrobenzo[f][1,4]thiazepin-4(5H)-yl)-6-methylquinazolin-4-yl)-3-(hydroxymethyl)azetidin-3-yl)methyl)carbamate O=S1(CCN(CC2=C1C=CC=C2)C2=NC1=CC=C(C=C1C(=N2)N2CC(C2)(CO)CNC(OC(C)(C)C)=O)C)=O